{1-[1-(2-fluoro-4-pyridin-3-ylbenzoyl)piperidin-4-yl]-3-[4-(7H-pyrrolo[2,3-d]pyrimidin-4-yl)-1H-pyrazol-1-yl]azetidin-3-yl}acetonitrile FC1=C(C(=O)N2CCC(CC2)N2CC(C2)(N2N=CC(=C2)C=2C3=C(N=CN2)NC=C3)CC#N)C=CC(=C1)C=1C=NC=CC1